(1r,2r)-2-(6-(trifluoromethoxy)-2,3,4,5-tetrahydro-1H-pyrido[4,3-b]indole-2-carbonyl)-N-(S)-(4-oxotetrahydrofuran-3-yl)-cyclohexane-1-carboxamide FC(OC1=CC=CC=2C3=C(NC12)CCN(C3)C(=O)[C@H]3[C@@H](CCCC3)C(=O)NC3COCC3=O)(F)F